N=1ON=C2C1C=CC=C2N(C(C#C)=O)C(C(=O)NCC2=CC=CC=C2)C2=CC=CC=C2 N-(Benzo[c][1,2,5]oxadiazol-4-yl)-N-(2-(benzylamino)-2-oxo-1-phenylethyl)-propiolamide